ClC1=C(C=CC2=C1C(=NC(C=1N2C=C(N1)C(=O)OCC)C)C1=C(C=CC=C1F)F)Cl ethyl 7,8-dichloro-6-(2,6-difluorophenyl)-4-methyl-4H-imidazo[1,2-a][1,4]benzodiazepine-2-carboxylate